OC=1C=C(C=CC1OC)C1OCC2=C(CO1)C=CC=C2 3-(3-hydroxy-4-methoxyphenyl)-1,5-dihydro-2,4-benzodioxepin